C(C=1C(C(=O)O)=CC(C(=O)O)=CC1)(=O)O.C(CCCCCCCCCCCCCCCCCCCCCCC)O tetracosanol trimellitate